CC=1C(=CNC1C1=C(C=CC=C1)C(F)(F)F)C(=O)OCC Ethyl 4-methyl-5-(2-(trifluoromethyl)phenyl)-1H-pyrrole-3-carboxylate